Methyl (1S,4S)-5-tert-Butoxycarbonyl-2-oxa-5-azabicyclo[2.2.1]heptane-4-carboxylate C(C)(C)(C)OC(=O)N1[C@@]2(CO[C@H](C1)C2)C(=O)OC